ClC=1C=CC(=C(C1)CC(=O)NC1=CC(=NC=C1)NC(=O)C1CCCCC1)O N-[4-[[2-(5-chloro-2-hydroxy-phenyl)acetyl]amino]-2-pyridinyl]cyclohexanecarboxamide